bis(dimethylphenoxy)methylphenol CC=1C(=C(OC(OC2=C(C(=CC=C2)C)C)C2=C(C=CC=C2)O)C=CC1)C